4-{[1-cyclopentyl-(cyclopentylcarbamoyl-methyl)]-1H-benzimidazol-2-yl}-benzoic acid methyl ester hydrogen chloride Cl.COC(C1=CC=C(C=C1)C1=NC2=C(N1CC(NC1(CCCC1)C1CCCC1)=O)C=CC=C2)=O